FC(CN[C@H]1CCC=2C=3C1=C1C(=NC3C=C(C2C)F)C2=CC3=C(C(N2C1)=O)COC([C@]3(O)CC)=O)(C)F (1S,9S)-1-((2,2-difluoropropyl)amino)-9-ethyl-5-fluoro-9-hydroxy-4-methyl-1,2,3,9,12,15-hexahydro-10H,13H-benzo[de]pyrano[3',4':6,7]indolizino[1,2-b]quinoline-10,13-dione